C(#N)C=1C=C(OC=2C(=C(C(=CC2)S(=O)(=O)C(F)(F)F)/C=C/C(=O)OCC2=CC=CC=C2)C)C=C(C1)F benzyl (E)-3-[3-(3-cyano-5-fluoro-phenoxy)-2-methyl-6-(trifluoromethylsulfonyl) phenyl]prop-2-enoate